N-(4-(8-(sec-butyl)-2-(((3S,5S)-5-fluoropiperidin-3-yl)amino)-7-oxo-7,8-dihydropyrido[2,3-d]pyrimidin-6-yl)-2-fluorophenyl)-1-(2-fluorophenyl)methanesulfonamide hydrochloride Cl.C(C)(CC)N1C(C(=CC2=C1N=C(N=C2)N[C@@H]2CNC[C@H](C2)F)C2=CC(=C(C=C2)NS(=O)(=O)CC2=C(C=CC=C2)F)F)=O